IC=1C=C(C=C2C(=NC=NC12)N[C@@H](C)C=1N(N=CN1)C1=NC=CC=N1)C(F)(F)F 8-iodo-N-[(1S)-1-(2-pyrimidin-2-yl-1,2,4-triazol-3-yl)ethyl]-6-(trifluoromethyl)quinazolin-4-amine